N-((5-(1-aminoethyl)-2-fluorobenzyl)oxy)-6-(4-ethoxyphenyl)pyrazine-2-carboxamide NC(C)C=1C=CC(=C(CONC(=O)C2=NC(=CN=C2)C2=CC=C(C=C2)OCC)C1)F